C(C)OC(=O)C=1N=C(N2C1CNCC2CC2=CC=CC=C2)Br benzyl-3-bromo-5,6,7,8-tetrahydroimidazo[1,5-a]pyrazine-1-carboxylic acid ethyl ester